COC1=CC(=C(C(=O)O)C=C1)N1N=CC(=C1)C1=CN(C(C=C1C=1C=NC(=CC1)OC)=O)C 4-Methoxy-2-[4-(6-methoxy-1'-methyl-6'-oxo-1',6'-dihydro-[3,4']bipyridinyl-3'-yl)-pyrazol-1-yl]-benzoic acid